[3-(AZEPAN-1-YLMETHYL)PHENYL]BORONIC ACID HYDROCHLORIDE Cl.N1(CCCCCC1)CC=1C=C(C=CC1)B(O)O